3-Bromo-N7-butyl-1H-pyrazolo[4,3-d]pyrimidine-5,7-diamine BrC1=NNC2=C1N=C(N=C2NCCCC)N